[F-].C(CCCCCCCC)[NH+]1CC(CC1)CCC 1-Nonyl-3-propylpyrrolidinium fluorid